C(C=C)(=O)N1C[C@H]2N(C(C=3C(=C(C(=C4C=NN(C34)CC2)C2=CC=C(C=3SC(=C(C32)C#N)N)F)F)F)=O)CC1 (R)-4-((S)-10-Acryloyl-1,2-difluoro-14-oxo-8,8a,9,10,11,12-hexahydro-7H,14H-pyrazino[1',2':5,6][1,5]diazocino[3,2,1-hi]indazol-3-yl)-2-amino-7-fluorobenzo[b]thiophene-3-carbonitrile